C(#CCCC)C=1C(NC(N([C@H]2C[C@H](O)[C@@H](CO)O2)C1)=O)=O 5-pentynyl-2'-deoxyuridine